tert-butyl (1R,5S)-8-(6-chloro-8-fluoro-7-(3-hydroxynaphthalen-1-yl)-2-((tetrahydro-1H-pyrrolizin-7a(5H)-yl)methoxy)quinazolin-4-yl)-3,8-diazabicyclo[3.2.1]octane-3-carboxylate ClC=1C=C2C(=NC(=NC2=C(C1C1=CC(=CC2=CC=CC=C12)O)F)OCC12CCCN2CCC1)N1[C@H]2CN(C[C@@H]1CC2)C(=O)OC(C)(C)C